ClC1=CC(=C(C=C1Cl)[C@H](NS(=O)C(C)(C)C)C1CCN(CC1)C1=NC(=CC=C1)[N+](=O)[O-])O N-[(R)-(4,5-dichloro-2-hydroxyphenyl)[1-(6-nitropyridin-2-yl)piperidin-4-yl]methyl]-2-methylpropane-2-sulfinamide